5-Fluoro-4-(8-fluoroquinolin-6-yl)-N-(5-(4-methylpiperazin-1-yl)pyridin-2-yl)pyrimidin FC=1C(=NCN(C1)C1=NC=C(C=C1)N1CCN(CC1)C)C=1C=C2C=CC=NC2=C(C1)F